C1(CC1)C1=CC(=NN1C1=C(C=C(C=C1)NC(=O)C=1C=CC2=C(NN=N2)C1)F)C(F)(F)F N-{4-[5-cyclopropyl-3-(trifluoromethyl)-1H-pyrazol-1-yl]-3-fluorophenyl}-1H-benzo[d][1,2,3]triazole-6-carboxamide